IC1=NN(C2=CC=C(C=C12)[N+](=O)[O-])COCC[Si](C)(C)C 3-iodo-5-nitro-1-((2-(trimethylsilyl)ethoxy)methyl)-1H-indazole